BrC=1C=C2C=C(C(N(C2=NC1)CC1=NC=CC=N1)=O)C(=O)OCC ethyl 6-bromo-2-oxo-1-(pyrimidin-2-ylmethyl)-1,2-dihydro-1,8-naphthyridine-3-carboxylate